5-(((2-(2-bromophenyl)-2-hydroxyethyl)amino)methyl)thiophene-2-carbonitrile BrC1=C(C=CC=C1)C(CNCC1=CC=C(S1)C#N)O